3-(Trimethoxysilyl)-1-propenethiol CO[Si](CC=CS)(OC)OC